FC=1C=NN(C1)C1=CC=C(C=O)C=C1 4-(4-fluoro-1H-pyrazol-1-yl)benzaldehyde